1-methyl-7,8-dihydropyrazolo[4,3-b]azepine-5(1H,4H,6H)-one CN1N=CC=2NC(CCCC21)=O